C(C1=CC=C(C=C1)NC(CC)C)C1=CC=C(C=C1)NC(CC)C 4,4'-Methylen-bis[N-(1-methylpropyl)phenylamin]